ClC1=CC=C(C=C1)[C@@]1(N(C(C2=CC(=CC(=C12)F)C(C)(O)C1CCS(CC1)(=O)=O)=O)CC1=NC=C(C=C1)Cl)OCCO 4-{1-[(1R)-1-(4-chlorophenyl)-2-[(5-chloropyridin-2-yl)methyl]-7-fluoro-1-(2-hydroxyethoxy)-3-oxo-2,3-dihydro-1H-isoindol-5-yl]-1-hydroxyethyl}-1λ6-thiane-1,1-dione